CO[C@@H]1[C@H](C2=CC=CC=C2C1)N1C(C2=CC=CC=C2C1=O)=O 2-[(1S,2S)-2-methoxy-2,3-dihydro-1H-inden-1-yl]Isoindole-1,3-dione